(2,6-DIETHYLPHENYL)BORONIC ACID C(C)C1=C(C(=CC=C1)CC)B(O)O